tert-butyl ((4-methyl-2-(((RS)-5-oxopentan-2-yl)thio)phenyl)sulfonyl)-L-prolinate CC1=CC(=C(C=C1)S(=O)(=O)N1[C@@H](CCC1)C(=O)OC(C)(C)C)S[C@H](C)CCC=O |&1:23|